C(C)(C)(C)OC(=O)N1C=CC2=C(C(=CC(=C12)C)OC)CN1[C@@H](CC(CC1)C1=CC=NC=C1)C1=CC=C(C=C1)C(=O)OC (S)-5-methoxy-4-((2-(4-(methoxycarbonyl)phenyl)-4-(pyridin-4-yl)piperidin-1-yl)methyl)-7-Methyl-1H-indole-1-carboxylic acid tert-butyl ester